sodium 6-(1,3-dihydro-2H-benzo[d][1,2,3]triazol-2-yl)-7-hydroxynaphthalene-2-sulfonate N1N(NC2=C1C=CC=C2)C=2C=C1C=CC(=CC1=CC2O)S(=O)(=O)[O-].[Na+]